C(C)(C)(C)OC(=O)N1CCC(=CC1)C1=CC=C(C=C1)C=C(Br)Br 4-(4-(2,2-dibromovinyl)phenyl)-3,6-dihydropyridine-1(2H)-carboxylic acid tert-butyl ester